[N+](=O)([O-])C(COC(C1=C(C(=CC(=C1)F)F)F)=O)(C)[N+](=O)[O-] (2,2-dinitropropyl)-2,3,5-trifluorobenzoate